(1R,7S,8R)-8-chloro-6-(7-chloro-8-fluoro-2-(((2R,7aS)-2-fluorotetrahydro-1H-pyrrolizin-7a(5H)-yl)methoxy-d2)pyrido[4,3-d]pyrimidin-4-yl)-2-oxa-6-azabicyclo[5.1.0]octane Cl[C@@H]1[C@H]2N(CCCO[C@@H]12)C=1C2=C(N=C(N1)OC([2H])([2H])[C@]13CCCN3C[C@@H](C1)F)C(=C(N=C2)Cl)F